germanium-tungsten [W].[Ge]